FC=1C(=CC2=C(NC(O2)=O)C1)C=1C=NC=C(C1)N1CCOCC1 5-Fluoro-6-(5-morpholinylpyridin-3-yl)benzo[d]oxazol-2(3H)-one